CC1=C(C(=O)C=2C=C3C=4C=C(C=CC4N(C3=CC2)CC)C(CC)C2CCCC2)C=CC=C1 1-[6-(2-methylbenzoyl)-9-ethylcarbazol-3-yl]-(3-cyclopentyl)-propane